1,2-dihydropyridazine N1NC=CC=C1